N,N''-dipropyl-N,N',N''-trimethyl(diethylenetriamine) C(CC)N(CCN(CCN(C)CCC)C)C